C(C)(C)(C)OC(=O)N1[C@@H](CC1)CC(=O)O (S)-2-(1-(tert-butoxycarbonyl)azetidin-2-yl)acetic acid